ClC=1C(=CC=C2C(N(CN(C12)C1=C(C=C(C=C1)F)C)C1=CNC(C=C1)=O)=O)C(F)(F)F 8-chloro-1-(4-fluoro-2-methylphenyl)-3-(6-oxo-1,6-dihydropyridin-3-yl)-7-(trifluoromethyl)-2,3-dihydroquinazolin-4(1H)-one